dimethyltin dicaprate [O-]C(=O)CCCCCCCCC.[O-]C(=O)CCCCCCCCC.C[Sn+2]C